1-(4-methylphenyl)ethanone CC1=CC=C(C=C1)C(C)=O